C1(CC1)C1=NN(C=C1C(F)(F)F)CC1CC(C1)OC 3-cyclopropyl-1-((3-methoxycyclobutyl)methyl)-4-(trifluoromethyl)-1H-pyrazole